thiazolo[4,5-c]pyridine-7-yl-boric acid S1C=NC=2C=NC=C(C21)OB(O)O